C1=CN(C(=O)N=C1)S Thiopyrimidinone